2-(2-phenylpropyl)-6-[2-(2,2,2-trifluoroethoxy)pyrimidin-5-yl]pyridazin-3-one C1(=CC=CC=C1)C(CN1N=C(C=CC1=O)C=1C=NC(=NC1)OCC(F)(F)F)C